tert-butyl (R)-4-(5-(2-fluorophenyl)-7-tosyl-7H-pyrrolo[2,3-d]pyrimidin-4-yl)-3-methylpiperazine-1-carboxylate FC1=C(C=CC=C1)C1=CN(C=2N=CN=C(C21)N2[C@@H](CN(CC2)C(=O)OC(C)(C)C)C)S(=O)(=O)C2=CC=C(C)C=C2